N=1C=NN2C1C(=CC=C2)CCCC2CCC1N(CCN(C1)C1=NC=C(C#N)C=C1)C2=O 6-(7-(3-([1,2,4]triazolo[1,5-a]pyridin-8-yl)propyl)-6-oxooctahydro-2H-pyrido[1,2-a]pyrazin-2-yl)nicotinonitrile